CCCCCCCCCCCCCCCCCC/C=C\OC[C@H](COP(=O)(O)OC[C@H](CO)O)OC(=O)CC/C=C\C/C=C\C/C=C\C/C=C\C/C=C\C/C=C\CC 1-(1Z-eicosenyl)-2-(4Z,7Z,10Z,13Z,16Z,19Z-docosahexaenoyl)-glycero-3-phospho-(1'-sn-glycerol)